ClC1=NC(=CC(=N1)OC1=NC=2C=CC3=C(C2N=C1)C1=C(S3)C(N[C@@H](CN1)C)=O)COC (R)-3-((2-chloro-6-(methoxymethyl)pyrimidin-4-yl)oxy)-10-methyl-9,10,11,12-tetrahydro-8H-[1,4]diazepino[5',6':4,5]thieno[3,2-f]quinoxalin-8-one